ethyl 1-methyl-2-oxo-1,2-dihydroquinoline-6-carboxylate CN1C(C=CC2=CC(=CC=C12)C(=O)OCC)=O